NC1=C(N(N=C1)COCC[Si](C)(C)C)CNC1CCN(CC1)C=1C(=NC=CC1C)OC [4-Amino-2-(2-trimethylsilanyl-ethoxymethyl)-2H-pyrazol-3-ylmethyl]-(2'-methoxy-4'-methyl-3,4,5,6-tetrahydro-2H-[1,3']bipyridinyl-4-yl)-amine